((5-bromo-2-methyl-1,2,3,4-tetrahydroisoquinolin-7-yl)amino)-5-((2-(methoxymethyl)phenyl)amino)-1,2,4-triazine-6-carboxamide BrC1=C2CCN(CC2=CC(=C1)NC=1N=NC(=C(N1)NC1=C(C=CC=C1)COC)C(=O)N)C